FC1=CC(=CC2=CN(N=C12)C)NC(=O)C1=CN=C(C2=NC=CN=C21)N2C[C@H](N([C@H](C2)C)C)C N-(7-fluoro-2-methyl-indazol-5-yl)-5-[(3R,5S)-3,4,5-trimethylpiperazin-1-yl]pyrido[3,4-b]pyrazine-8-carboxamide